ClC1=CC(=C(N=N1)C#CC1=CC(=NC=C1)NC([C@H](CC(F)F)C1=CC=C(C=C1)F)=O)NC(C(F)(F)F)=O |r| (2RS)-N-(4-{[6-chloro-4-(2,2,2-trifluoroacetamido)pyridazin-3-yl]ethynyl}pyridin-2-yl)-4,4-difluoro-2-(4-fluorophenyl)butanamide